N1C=C(C2=CC=CC=C12)\C=C/1\C=NC(S1)NC1=CC(=CC=C1)OC (Z)-5-((1H-indol-3-yl)methylene)-2-((3-methoxyphenyl)amino)thiazol